NC1=C(C=C(C=N1)C=1C=C2N(N1)CCC21CN(C1)C(=O)N[C@H](C)C=1C=NC=CC1)C(F)(F)F 2'-[6-amino-5-(trifluoromethyl)pyridin-3-yl]-N-[(1R)-1-(pyridin-3-yl)ethyl]-5',6'-dihydrospiro[azetidine-3,4'-pyrrolo[1,2-b]pyrazole]-1-carboxamide